COCCOC1=CC=C(C=C1)CN1N=CC(=C1)C1=NC=2N3C(N(C(C2N1)=O)CCC)=NC=C3 2-[1-[[4-(2-methoxyethoxy)phenyl]methyl]pyrazol-4-yl]-5-propyl-3H-imidazo[2,1-b]purin-4-one